NC1=CC=C2C=C(NC2=C1)C1=NN(C2=NC=NC(=C21)N)C(C)(C)C 3-(6-Amino-1H-indol-2-yl)-1-(tert-butyl)-1H-pyrazolo[3,4-d]pyrimidin-4-amine